CN1N=C(C=C1C)CNC(C1=CC=C(C=C1)C1=NC=CC2=C1C=CN2)=O N-[(1,5-dimethyl-1H-pyrazol-3-yl)methyl]-4-(1H-pyrrolo[3,2-c]pyridin-4-yl)benzamide